BrC1=CC=C(C=C1)C(C(NNC1=C(C=CC=C1OC)F)C1=CC(OC(O1)(C)C)=O)=O 6-(2-(4-bromophenyl)-1-(2-(2-fluoro-6-methoxyphenyl)hydrazino)-2-oxoethyl)-2,2-dimethyl-4H-1,3-dioxin-4-one